t-butyl (3-(6-chloro-4-(morpholinomethyl)pyridin-2-yl)phenyl)carbamate ClC1=CC(=CC(=N1)C=1C=C(C=CC1)NC(OC(C)(C)C)=O)CN1CCOCC1